(1s,3R,5S,7r)-3,5-Dimethyl-7-((5-methyl-4-(6-(pyrimidin-5-ylamino)imidazo[1,2-a]pyridin-3-yl)pyrimidin-2-yl)amino)adamantan-1-ol C[C@@]12CC3(CC(C[C@](C1)(C3)C)(C2)NC2=NC=C(C(=N2)C2=CN=C3N2C=C(C=C3)NC=3C=NC=NC3)C)O